5-chloro-N2-(pyridin-2-yl)-N4-(o-tolyl)pyrimidine-2,4-diamine ClC=1C(=NC(=NC1)NC1=NC=CC=C1)NC1=C(C=CC=C1)C